N-[1-(1-naphthyl)ethyl]-3-[3-(trifluoromethyl)phenyl]propan-1-amine C1(=CC=CC2=CC=CC=C12)C(C)NCCCC1=CC(=CC=C1)C(F)(F)F